1-ethyl-1H-indole-3-carboxylic acid C(C)N1C=C(C2=CC=CC=C12)C(=O)O